C[C@](N)(CC1=C(C=CC=C1)F)C(=O)O |o1:1| (S)- or (R)-α-methyl-ortho-fluorophenylalanine